cetylpiperidine ammonium bromide [Br-].[NH4+].C(CCCCCCCCCCCCCCC)N1CCCCC1